C(C=C)C=1C(=C(C(=C(C1C(=O)[O-])C(=O)[O-])CC=C)C(=O)[O-])CC=C Triallyl-trimellitat